FC1=C(C(=C(C(=C1[B-](C1=C(C(=C(C(=C1F)F)F)F)F)(C1=C(C(=C(C(=C1F)F)F)F)F)C1=C(C(=C(C(=C1F)F)F)F)F)F)F)F)F.C1(=C(C=CC=C1)[I+]C(C)(C)C1=CC=CC=C1)C tolylcumyl-iodonium tetrakis(pentafluorophenyl)borate